2-(2-(methoxymethyl)-7-methylquinoxalin-5-yl)-4-methylbenzo[d]thiazole-6-carboxylic acid methyl ester COC(=O)C1=CC2=C(N=C(S2)C2=C3N=CC(=NC3=CC(=C2)C)COC)C(=C1)C